[N+](=O)([O-])C=1C(=C2C(=[N+](C1)[O-])CCC2)N2C[C@H](CCC2)NC(OC(C)(C)C)=O tert-butyl [(3S)-1-(3-nitro-1-oxido-6,7-dihydro-5H-cyclopenta[b]pyridin-4-yl)piperidin-3-yl]carbamate